C(CCCCCCCCCCCCCCCC)NC[C@@H]1[C@H]([C@H]([C@@H](O1)N1C=2N=C(NC(C2N=C1)=O)NC(C(C)C)=O)OC)O N-(9-((2R,3R,4R,5R)-5-((heptadecylamino)methyl)-4-hydroxy-3-methoxytetrahydrofuran-2-yl)-6-oxo-6,9-dihydro-1H-purin-2-yl)isobutyramide